N-(4-(7-((1-ethylpiperidin-3-yl)methoxy)-6-methoxyquinazolin-4-yl)phenyl)-2-(4-(trifluoromethyl)phenyl)acetamide Phenyl-6-cyano-2-oxohexanoate C1(=CC=CC=C1)OC(C(CCCCC#N)=O)=O.C(C)N1CC(CCC1)COC1=C(C=C2C(=NC=NC2=C1)C1=CC=C(C=C1)NC(CC1=CC=C(C=C1)C(F)(F)F)=O)OC